BrC1=C2CC(COC2=CC=C1)C1=C(C=C(C=C1)Cl)F 5-bromo-3-(4-chloro-2-fluorophenyl)chromane